ClC1=NC2=CC(=CC=C2C(=N1)N(C1=CC=CC=C1)C)OC 2-chloro-7-methoxy-N-methyl-N-Phenylquinazolin-4-amine